OC=1C=C(C2=CC=CC=C2C1)C1=CC=C2C(=NC(=NC2=C1)OCC12CCCN2CCC1)N1C[C@H]2CC[C@@H](C1)N2C(=O)NC=2C=NNC2 (1R,5S)-3-(7-(3-hydroxynaphthalen-1-yl)-2-((tetrahydro-1H-pyrrolizin-7a(5H)-yl)methoxy)quinazolin-4-yl)-N-(1H-pyrazol-4-yl)-3,8-diazabicyclo[3.2.1]octane-8-carboxamide